C(C)(C)(C)OC(=O)N1C2CC2C(CC1)C(=O)O 2-tert-butoxycarbonyl-2-azabicyclo[4.1.0]heptane-5-carboxylic acid